2-((3R*,4R*)-4-(4-(tert-Butyl)phenyl)-3-methylpiperidine-1-carbonyl)-7-oxa-5-azaspiro[3.4]octan-6-one C(C)(C)(C)C1=CC=C(C=C1)[C@H]1[C@H](CN(CC1)C(=O)C1CC2(C1)NC(OC2)=O)C |o1:10,11|